n-ethoxy-4-((2-methoxy-3-(5-methylpyrimidin-2-yl)phenyl)amino)-6-(pyrimidin-2-ylamino)pyridazine-3-carboxamide C(C)ONC(=O)C=1N=NC(=CC1NC1=C(C(=CC=C1)C1=NC=C(C=N1)C)OC)NC1=NC=CC=N1